BrC=1C=C(C2=CC=CC=C2C1OC)\C=N\S(=O)C(C)(C)C (E)-N-((3-bromo-4-methoxynaphthalen-1-yl)methylene)-2-methylpropane-2-sulfinamide